1-(4-bromo-2-fluorophenyl)-4-isopropylpiperazine BrC1=CC(=C(C=C1)N1CCN(CC1)C(C)C)F